[O-]S(=O)(=O)C(F)(F)F.[Yb+3].BrC1=CN=C(S1)C(C)=O.[O-]S(=O)(=O)C(F)(F)F.[O-]S(=O)(=O)C(F)(F)F 1-(5-bromothiazol-2-yl)ethanone ytterbium (III) triflate